ClC1=C(C=C(C=C1COC)COC)C(\C=C\C=1C(=NC2=CC=CC=C2C1)Cl)=O 1-(2-chloro-3,5-dimethoxymethylphenyl)-3-(2-chloroquinolin-3-yl)-(2E)-2-propen-1-one